2-(6-methoxynaphthalene-2-yl)propionic acid-4-vinylbenzyl ester C(=C)C1=CC=C(COC(C(C)C2=CC3=CC=C(C=C3C=C2)OC)=O)C=C1